FC1(CN(C1)S(=O)(=O)N)F (3,3-difluoroazetidinyl)sulfonamide